CC(C)(C)OO The molecule is an alkyl hydroperoxide in which the alkyl group is tert-butyl. It is widely used in a variety of oxidation processes. It has a role as an antibacterial agent and an oxidising agent.